(Z)-3-amino-4-(2,4,5-trifluorophenyl)-2-butenoic acid methyl ester COC(\C=C(\CC1=C(C=C(C(=C1)F)F)F)/N)=O